N[C@H](C)C1=CC=C(C=C1)C=1C=C2CC[C@@H](N(C2=CC1)C(C)=O)C 1-((S)-6-(4-((R)-1-Aminoethyl)phenyl)-2-methyl-3,4-dihydroquinolin-1(2H)-yl)ethan-1-one